4-(4-chlorobenzyl)-3-(4-chlorophenyl)-1-isopropyl-piperazine-2,5-dione ClC1=CC=C(CN2C(C(N(CC2=O)C(C)C)=O)C2=CC=C(C=C2)Cl)C=C1